5-bromo-7-cyclohexyl-N-(3,3,3-trifluoropropyl)-7H-pyrrolo[2,3-d]pyrimidin-2-amine BrC1=CN(C=2N=C(N=CC21)NCCC(F)(F)F)C2CCCCC2